C(C1=CC=CC=C1)OC(=O)N1C(C2=CC=C(C=C2CC1)C1=CN(C2=CC=CC=C12)C(=O)OC)C=O formyl-6-(1-methoxycarbonylindol-3-yl)-3,4-dihydro-1H-isoquinoline-2-carboxylic acid benzyl ester